C(C)N1CCC(CC1)C=1SC2=C(N1)C=CC(=C2)C(=O)N[C@@H]2[C@H](CC1=CC=CC=C21)O 2-(1-ethylpiperidin-4-yl)-N-((1S,2S)-2-hydroxy-2,3-dihydro-1H-inden-1-yl)benzo-[d]thiazole-6-carboxamide